1,1'-bis{bis[3,5-bis(trifluoromethyl)phenyl]phosphino}-2,2'-bis[(R)-α-(dimethylamino)benzyl]ferrocene FC(C=1C=C(C=C(C1)C(F)(F)F)P([C-]1C(=CC=C1)[C@@H](C1=CC=CC=C1)N(C)C)C1=CC(=CC(=C1)C(F)(F)F)C(F)(F)F)(F)F.[C-]1(C(=CC=C1)[C@@H](C1=CC=CC=C1)N(C)C)P(C1=CC(=CC(=C1)C(F)(F)F)C(F)(F)F)C1=CC(=CC(=C1)C(F)(F)F)C(F)(F)F.[Fe+2]